(4S)-2-isopropyl-4-methyl-2,3,4,6,7,8-hexahydro-5H-chromen-5-one C(C)(C)C1OC=2CCCC(C2[C@H](C1)C)=O